FC=1C=C(O[C@@H]2CN(CC2)C(C#CC)=O)C=C(C1[C@H]1N([C@@H](CC2=C1NC1=CC=CC=C21)C)CC(C)(C)F)F 1-((S)-3-(3,5-difluoro-4-((1R,3R)-2-(2-fluoro-2-methylpropyl)-3-methyl-2,3,4,9-tetrahydro-1H-pyrido[3,4-b]indol-1-yl)phenoxy)pyrrolidin-1-yl)but-2-yn-1-one